CNC(=O)C=1N=C(OC1)C=1C(=C2C(=NC1)N(C=C2)S(=O)(=O)C2=CC=C(C)C=C2)NC2CC(C2)NC(OC(C)(C)C)=O tert-butyl ((1s,3s)-3-((5-(4-(methylcarbamoyl)oxazol-2-yl)-1-tosyl-1H-pyrrolo[2,3-b]pyridin-4-yl)amino)cyclobutyl)carbamate